BrC=1C(=C(OCC2CC3(C2)CCN(CC3)CC(=O)OCC)C=CC1)C ethyl 2-(2-((3-bromo-2-methylphenoxy)methyl)-7-azaspiro[3.5]nonan-7-yl)acetate